3,4-dihydro-2-[3-(octadecyloxy)-2-(sulfooxy)propyl]isoquinolinium ethyl-4-methyl-3-oxo-1-azabicyclo[2.2.2]octane-2-carboxylate C(C)OC(=O)C1N2CCC(C1=O)(CC2)C.C(CCCCCCCCCCCCCCCCC)OCC(C[N+]2=CC1=CC=CC=C1CC2)OS(=O)(=O)O